COC1=C(C=CC(=C1)C1=CN=NN1C)NC=1N=CC2=C(N1)C(=NC(=C2)C)NCC(C)(C)C N2-(2-methoxy-4-(1-methyl-1H-1,2,3-triazol-5-yl)phenyl)-6-methyl-N8-neopentylpyrido[3,4-d]pyrimidine-2,8-diamine